(3-{[2-(4-Chlorophenyl)imidazo[1,2-a]pyridin-3-yl]-methyl}-3,6-diazabicyclo[3.1.1]hept-6-yl)-(cyclopentyl)methanone dodecylbenzenedisulfonate C(CCCCCCCCCCC)OS(=O)(=O)C=1C(=CC=CC1)S(=O)(=O)O.ClC1=CC=C(C=C1)C=1N=C2N(C=CC=C2)C1CN1CC2N(C(C1)C2)C(=O)C2CCCC2